[C@H]12CC(C[C@H](CC1)N2)OC(=O)C=2C(=NOC2C2CC2)C2=C(C=CC=C2OC(F)F)Cl (1R,3R,5S)-8-azabicyclo[3.2.1]octan-3-yl-3-[2-chloro-6-(difluoromethoxy)phenyl]-5-cyclopropyl-1,2-oxazole-4-carboxylate